OCCOC1=C(C2=CC=CC=C2C=C1)C1=C(C=CC2=CC=CC=C12)OCCO 2,2'-Bis(2-hydroxyethoxy)-1,1-binaphthyl